CC=1C(=C(C=C(C1)C(F)(F)F)O)C=1N=NC(=CC1)N1[C@@H]2[C@@H](OCC1)CCOC2 |r| 3-methyl-2-[6-[rac-(4aS,8aS)-3,4a,5,7,8,8a-hexahydro-2H-pyrano[4,3-b][1,4]oxazin-4-yl]pyridazin-3-yl]-5-(trifluoromethyl)phenol